N-[(1R)-1-[3-[3-[2-(Dimethylamino)ethylcarbamoyl]phenyl]phenyl]ethyl]-2-methyl-5-(4-methylpiperazin-1-yl)benzamide CN(CCNC(=O)C=1C=C(C=CC1)C=1C=C(C=CC1)[C@@H](C)NC(C1=C(C=CC(=C1)N1CCN(CC1)C)C)=O)C